3-(hydroxymethyl)-4-(2-(methoxycarbonyl)-4-nitrophenyl)piperazine-1-carboxylate OCC1CN(CCN1C1=C(C=C(C=C1)[N+](=O)[O-])C(=O)OC)C(=O)[O-]